trans-4-hydroxy-N-((trans-4-(4-methoxy-3-methylphenyl)cyclohexyl)methyl)-N-(3-(3-methyl-1H-pyrazol-1-yl)phenyl)cyclohexanecarboxamide O[C@@H]1CC[C@H](CC1)C(=O)N(C1=CC(=CC=C1)N1N=C(C=C1)C)C[C@@H]1CC[C@H](CC1)C1=CC(=C(C=C1)OC)C